C(C)OC(=O)C1=NC(=NN1)C1CC1 3-cyclopropyl-1H-1,2,4-triazole-5-carboxylic acid ethyl ester